ClC1=C(CN2CCCC23CCN(CC3)C(=O)OC(C(F)(F)F)C(F)(F)F)C=CC=C1N1CCOCC1 1,1,1,3,3,3-hexafluoropropan-2-yl 1-(2-chloro-3-morpholinylbenzyl)-1,8-diazaspiro[4.5]decane-8-carboxylate